FC(OC1=NC2=CC(=CC(=C2N=C1)C=1SC(=CN1)C1=CC=NN1)C)F 2-(2-(difluoromethoxy)-7-methylquinoxalin-5-yl)-5-(1H-pyrazol-5-yl)thiazole